C1(CC1)C1=C(C=CC(=C1)F)N(C(CN1CCN(CC1)CCN1C(C2=CC=CC(=C2C1=O)F)=O)=O)C1=CC=C(C2=NON=C21)[N+](=O)[O-] N-(2-cyclopropyl-4-fluorophenyl)-2-(4-(2-(4-fluoro-1,3-dioxoisoindol-2-yl)ethyl)piperazine-1-yl)-N-(7-nitrobenzo[c][1,2,5]oxadiazol-4-yl)acetamide